N-ACRYLOYLMORPHOLINE C(C=C)(=O)N1CCOCC1